(5Z)-2-[[(1R)-1-(Hydroxymethyl)-3-methyl-butyl]amino]-3-methyl-5-[(3-methylbenzimidazol-5-yl)methylene]imidazol-4-one OC[C@@H](CC(C)C)NC1=N\C(\C(N1C)=O)=C/C1=CC2=C(N=CN2C)C=C1